4-(4-amino-6-(4-methacrylamido-phenyl)-7-methyl-7H-pyrrolo[2,3-d]pyrimidin-5-yl)-N-cyclopentyl-benzamide NC=1C2=C(N=CN1)N(C(=C2C2=CC=C(C(=O)NC1CCCC1)C=C2)C2=CC=C(C=C2)NC(C(=C)C)=O)C